(2-([(3-METHOXYPHENYL)SULFANYL]METHYL)PHENYL)BORANEDIOL COC=1C=C(C=CC1)SCC1=C(C=CC=C1)B(O)O